5-chloro-3-((3,5-dichloro-phenylimino)meth-yl)-2-hydroxyphenyl isobutyrate C(C(C)C)(=O)OC1=C(C(=CC(=C1)Cl)C=NC1=CC(=CC(=C1)Cl)Cl)O